CC1=C(C=2N(C=C1C=1NC3=CC=C(C=C3C1C(C)C)C1OCCN(C1)C(CNC)=O)N=CN2)C 1-(2-(2-(7,8-Dimethyl-[1,2,4]triazolo[1,5-a]pyridin-6-yl)-3-isopropyl-1H-indol-5-yl)morpholino)-2-(methylamino)ethan-1-on